OC1C(N(C(C1)C)C)=O 3-hydroxy-1,5-dimethylpyrrolidin-2-one